4-(Furan-3-ylmethyl)-benzene-1,3-diol O1C=C(C=C1)CC1=C(C=C(C=C1)O)O